C(C)(C)(C)OC(=O)N1CC(N(CC1)C=1C2=C(N=CN1)N(C=C2C2CC2)S(=O)(=O)C2=CC=C(C)C=C2)C 4-(5-cyclopropyl-7-tosyl-7H-pyrrolo[2,3-d]pyrimidin-4-yl)-3-methylpiperazine-1-carboxylic acid tert-butyl ester